NC=1C2=C(N=CN1)N(C=C2)[C@H]2[C@@H]([C@@]([C@H](O2)CC2=CC1=C(OCO1)C=C2)(O)C)O (2R,3S,4R,5R)-5-(4-amino-7H-pyrrolo[2,3-d]pyrimidin-7-yl)-2-(benzo[d][1,3]dioxol-5-ylmethyl)-3-methyltetrahydrofuran-3,4-diol